FC1=NN(C2=C(C=CC=C12)N=C(C1=CC=CC=C1)C1=CC=CC=C1)C N-(3-FLUORO-1-METHYL-1H-INDAZOL-7-YL)-1,1-DIPHENYLMETHANIMINE